N-(3-(3-cyclopropyl-1,2,4-oxadiazol-5-yl)phenyl)-N-((4-(3-cyclopropyl-1-methyl-1H-pyrazol-5-yl)bicyclo[2.2.2]octan-1-yl)methyl)-3-fluorobicyclo[1.1.1]pentane-1-carboxamide C1(CC1)C1=NOC(=N1)C=1C=C(C=CC1)N(C(=O)C12CC(C1)(C2)F)CC21CCC(CC2)(CC1)C1=CC(=NN1C)C1CC1